8-Glycidoxyoctyl-trimethoxysilane C(C1CO1)OCCCCCCCC[Si](OC)(OC)OC